methyl 5-(8-(1,3-dimethyl-2-oxo-7-(tetrahydro-2H-pyran-4-yl)-1,2-dihydro-1,6-naphthyridin-5-yl)isoquinolin-3-yl)picolinate CN1C(C(=CC2=C(N=C(C=C12)C1CCOCC1)C=1C=CC=C2C=C(N=CC12)C=1C=CC(=NC1)C(=O)OC)C)=O